ClC=1C=CC2=C(C(C[C@@H](O2)C(=O)NC23[C@H](CC(CC2)(CC3)NC(CO[C@@H]3C[C@@H](C3)OC(F)(F)F)=O)O)=O)C1 (2R)-6-chloro-N-[(2S)-2-hydroxy-4-(2-{[cis-3-(trifluoromethoxy)cyclobutyl]oxy}acetamido)bicyclo[2.2.2]octan-1-yl]-4-oxo-3,4-dihydro-2H-1-benzopyran-2-carboxamide